[Si](C)(C)(C(C)(C)C)OCCN(S(=O)(=O)C)[C@@H]1CC[C@H](CC1)C1=C(C(N=C(N1)C=1SC=CN1)C1=C(C(=C(C=C1)F)F)Cl)C(=O)OC (trans)-Methyl 6-(4-(N-(2-((tert-butyldimethylsilyl)oxy)ethyl)methylsulfonamido)cyclohexyl)-4-(2-chloro-3,4-difluorophenyl)-2-(thiazol-2-yl)-1,4-dihydropyrimidine-5-carboxylate